CC1(C2=CC=CC=C2C=2C=CC(=CC12)NC1=CC=C(C=C1)C1=CC(=CC=C1)C1=NC2=C3C(=C4C(=C2N=C1)C=CC=C4)C=CC=C3)C N-(9,9-dimethyl-9H-fluoren-2-yl)-N-{4-[3-(dibenzo[f,h]quinoxalin-2-yl)phenyl]phenyl}amine